C(C)OC(=O)[C@@H]1CC([C@H](CC1)NCC1=CC=CC=C1)(C)C |r| racemic-trans-ethyl-4-(benzylamino)-3,3-dimethylcyclohexane-1-carboxylate